CC1=CC=C(C=C1)C1=CC=CC=C1 4'-methylbiphenyl